OCCCC1C(CCCCCCCCCC1)=O (3-hydroxypropyl)-cyclododecanone